5-(4-(1-isopropyl-1H-pyrazol-4-yl)phenyl)-N-(6-(4-isopropyl-4H-1,2,4-triazol-3-yl)pyridin-2-yl)-1H-pyrazine-3-carboxamide C(C)(C)N1N=CC(=C1)C1=CC=C(C=C1)C=1N=C(CNC1)C(=O)NC1=NC(=CC=C1)C1=NN=CN1C(C)C